NC1=C(C(=O)NC2=CC(=NC=C2)C#CC(C)(C)O)C=C(C=N1)C1=CC(=CC=C1)N1C[C@@H](CC1)N (R)-2-amino-5-(3-(3-aminopyrrolidin-1-yl)phenyl)-N-(2-(3-hydroxy-3-methylbut-1-yn-1-yl)pyridin-4-yl)nicotinamide